ClC=1C=C(C=CC1Cl)C(CN(C)C)C1=C(C=CC(=C1)OC1=CC(=CC=C1)C(F)(F)F)S(=O)(=O)N (1-(3,4-dichlorophenyl)-2-(dimethylamino)ethyl)-4-(3-(trifluoromethyl)phenoxy)benzenesulfonamide